(S)-3-(6-Methoxypyridin-3-yl)-3-(6-(2-(5,6,7,8-tetrahydro-1,8-naphthyridin-2-yl)ethyl)-2H-indazol-2-yl)propanoic acid COC1=CC=C(C=N1)[C@H](CC(=O)O)N1N=C2C=C(C=CC2=C1)CCC1=NC=2NCCCC2C=C1